fluoroacenaphthoquinoxaline FC1=NC2=C3C(=CC=C2N=C1)C=1C=CC=C2C=CC=C3C12